4-((3-ethoxy-4-(7-oxo-6,7-dihydro-3H-[1,2,3]triazolo[4,5-d]pyrimidin-5-yl)phenyl)amino)butanoic acid C(C)OC=1C=C(C=CC1C=1NC(C2=C(N1)NN=N2)=O)NCCCC(=O)O